tert-Butyl 4-[4-[ethyl-[(4-fluorophenyl)methyl]carbamoyl]phenyl]piperazine-1-carboxylate C(C)N(C(=O)C1=CC=C(C=C1)N1CCN(CC1)C(=O)OC(C)(C)C)CC1=CC=C(C=C1)F